(3-hexyl) pyrophosphate O(P([O-])(=O)OP(=O)([O-])[O-])C(CC)CCC